C(C)(C)N(P(O[C@@H]1[C@H](O[C@H](C1)N1C=2N=C(NC(C2N=C1)=O)NC(C(C)C)=O)COC(C1=CC=CC=C1)(C1=CC=C(C=C1)OC)C1=CC=C(C=C1)OC)OCCC#N)C(C)C (2R,3S,5R)-2-((bis(4-methoxyphenyl)(phenyl)methoxy)methyl)-5-(2-isobutyramido-6-oxo-1,6-dihydro-9H-purin-9-yl)tetrahydrofuran-3-yl (2-cyanoethyl) diisopropylphosphoramidite